(R)-4-(4,4-difluoroazepan-1-yl)-6-methyl-N-(3-(S-methylsulfonimidoyl)phenyl)-2-(piperazin-1-yl)pyrimidine-5-carboxamide FC1(CCN(CCC1)C1=NC(=NC(=C1C(=O)NC1=CC(=CC=C1)[S@@](=O)(=N)C)C)N1CCNCC1)F